C(CCCCCCCCCCCCCCC)(=O)OC[C@@H](O)CO 1-hexadecoyl-sn-glycerol